N-[5-(2,3-dihydro-1H-pyrrolo[2,3-b]pyridin-5-yl)-4-fluoro-2-[rac-(3R,5S)-3,4,5-trimethylpiperazin-1-yl]phenyl]-6-oxo-4-(trifluoromethyl)-1H-pyridine-3-carboxamide N1CCC=2C1=NC=C(C2)C=2C(=CC(=C(C2)NC(=O)C2=CNC(C=C2C(F)(F)F)=O)N2C[C@H](N([C@H](C2)C)C)C)F |r|